1-(3-(3-(cyclopentylethynyl)-1H-pyrazolo[3,4-b]pyridin-1-yl)azetidin-1-yl)prop-2-en-1-one butyl-4-(4-amino-2-fluoro-5-methoxyphenyl)piperazine-1-carboxylate C(CCC)OC(=O)N1CCN(CC1)C1=C(C=C(C(=C1)OC)N)F.C1(CCCC1)C#CC1=NN(C2=NC=CC=C21)C2CN(C2)C(C=C)=O